5,6-dimethylamino-1-hydroxy-3-ethyl-uracil CNC=1C(N(C(N(C1NC)O)=O)CC)=O